7-((6-((dimethyl-amino)methyl)-5-((3S,4S)-4-fluoro-3-hydroxy-piperidin-1-yl)pyridin-2-yl)amino)-4-(7-fluoro-imidazo[1,2-a]pyridin-3-yl)isoindolin-1-one CN(C)CC1=C(C=CC(=N1)NC=1C=CC(=C2CNC(C12)=O)C1=CN=C2N1C=CC(=C2)F)N2C[C@@H]([C@H](CC2)F)O